C=CC1CO1 3,4-epoxy-1-butene